tert-Butyl 3-(1-((1-(2-(phenylsulfonamido)ethyl)piperidin-4-yl)methyl)-1H-1,2,3-triazol-4-yl)-1H-indole-1-carboxylate C1(=CC=CC=C1)S(=O)(=O)NCCN1CCC(CC1)CN1N=NC(=C1)C1=CN(C2=CC=CC=C12)C(=O)OC(C)(C)C